(R)-5-(2-(2,5-difluorophenyl)pyrrolidin-1-yl)-N-(2-methyl-1-(methylsulfonamido)propan-2-yl)pyrazolo[1,5-a]pyrimidine-3-carboxamide FC1=C(C=C(C=C1)F)[C@@H]1N(CCC1)C1=NC=2N(C=C1)N=CC2C(=O)NC(CNS(=O)(=O)C)(C)C